N-(3-methoxybenzyl)prop-2-en-1-amine COC=1C=C(CNCC=C)C=CC1